5-(methoxymethyl)piperidine-2,4-dione COCC1C(CC(NC1)=O)=O